methyl (R)-(7-(4-fluorobenzoyl)-8-methyl-3-(3-methyl-1,2,4-thiadiazol-5-yl)-5,6,7,8-tetrahydroimidazo[1,5-a]pyrazin-1-yl)(methyl)carbamate FC1=CC=C(C(=O)N2[C@@H](C=3N(CC2)C(=NC3N(C(OC)=O)C)C3=NC(=NS3)C)C)C=C1